N-(5-(2-Aminoethoxy)-1,3,4-thiadiazol-2-yl)-4-(3-chloro-2-fluoro-6-methoxyphenyl)-6-methylnicotinamide NCCOC1=NN=C(S1)NC(C1=CN=C(C=C1C1=C(C(=CC=C1OC)Cl)F)C)=O